4-(((4-methoxyphenyl)sulfonyl)-3,4-dihydro-2H-pyrido[4,3-b][1,4]thiazine-8-yl)benzonitrile COC1=CC=C(C=C1)S(=O)(=O)C1CNC2=C(S1)C(=CN=C2)C2=CC=C(C#N)C=C2